C(#N)[C@@H]1C[C@@]2(CN1C([C@H](CC(C)C)N(C(=O)C=1NC3=CC(=CC(=C3C1)F)F)C)=O)C(NC1=CC=C(C=C12)C(=O)N1CCOCC1)=O N-((S)-1-((3R,5'S)-5'-cyano-5-(morpholine-4-carbonyl)-2-oxospiro[indoline-3,3'-pyrrolidin]-1'-yl)-4-methyl-1-oxopentan-2-yl)-4,6-difluoro-N-methyl-1H-indole-2-carboxamide